O1CCN(CC1)C1=C2C=C(N(C2=NC=N1)COCC[Si](C)(C)C)C1=CC=C(C=C1)O p-(4-morpholino-1-{[2-(trimethylsilyl)ethoxy]methyl}-1H-1,5,7-triazainden-2-yl)phenol